ClC1=NC2=CC(=CC=C2C=C1)CN(C(=O)C=1C=NC=CC1)C1CCOC=2C1=NC=CC2 N-[(2-chloroquinolin-7-yl)methyl]-N-{2H,3H,4H-pyrano[3,2-b]pyridin-4-yl}pyridine-3-carboxamide